C(=CCCCCCC)C1=C(C=CC=C1)O 2-octenyl-phenol